FC1=C(CC2=C(C(=O)N)C=CC=C2)C(=CC(=C1)F)F (2,4,6-trifluorobenzyl)benzamide